CC1=CC=C(C=C1)S(=O)(=O)OCCOCCN(C(=O)OC(C)(C)C)C1=NC=C(C=C1)C1=CC=C(C=C1)C=1N=C2N(C=C(C=C2)OC)C1 2-[2-[[5-[4-(6-methoxyimidazo[1,2-a]pyridin-2-yl)phenyl]pyridin-2-yl]-[(2-methylpropan-2-yl)oxycarbonyl]amino]ethoxy]ethyl 4-methylbenzenesulfonate